4-(1-(N,N-dimethylsulfamoyl)-5-formyl-1H-imidazol-2-yl)piperazine-1-carboxylic acid tert-butyl ester C(C)(C)(C)OC(=O)N1CCN(CC1)C=1N(C(=CN1)C=O)S(N(C)C)(=O)=O